[Sn]=O.[Zn] zinc tin oxid